1-((1R,3r,5S,6r)-3-(6-chloro-1H-indazol-4-yl)-3-hydroxybicyclo[3.1.0]hexan-6-yl)-3-phenylurea ClC1=CC(=C2C=NNC2=C1)C1(C[C@H]2C([C@H]2C1)NC(=O)NC1=CC=CC=C1)O